FC1=C(C=CC=C1C[C@@H]1N(CC[C@@H]1NS(N(C)C)(=O)=O)C(C(C)(C)O)=O)C1=CC(=CC=C1)F N'-((2S,3S)-2-((2,3'-difluorobiphenyl-3-yl)methyl)-1-(2-hydroxy-2-methylpropanoyl)pyrrolidin-3-yl)-N,N-dimethylsulfuric diamide